(S)-1-amino-2-(1-(tert-butoxycarbonyl)piperidin-2-yl)-4-(4-(pyridin-2-ylcarbamoyl)phenyl)-1H-imidazole-5-carboxylic acid NN1C(=NC(=C1C(=O)O)C1=CC=C(C=C1)C(NC1=NC=CC=C1)=O)[C@H]1N(CCCC1)C(=O)OC(C)(C)C